2,3-dihydro-1H-xanthene-4-carbaldehyde C1CCC(=C2OC3=CC=CC=C3C=C12)C=O